2-methyl-4-[1-[3-methyl-12-(trifluoromethyl)-2,4,5,7,13-pentazatricyclo[7.4.0.02,6]trideca-1(13),3,5,7,9,11-hexaen-8-yl]-3,5-dihydro-2H-4,1-benzoxazepin-6-yl]but-3-yn-2-ol CC(C)(C#CC1=CC=CC2=C1COCCN2C2=NC1=NN=C(N1C1=NC(=CC=C21)C(F)(F)F)C)O